CC1=C(C(=CC(=C1)C)C)C 1,2,3,5-tetramethylbenzene